CCCCCCCCCBr Bromononane